C(CCOC=1C(=CC2=C(N=CC3N(C2=O)CC(C3)=C)C1)OC)OC=1C(=CC3=C(N=C[C@H]2N(C3=O)CC(C2)=C)C1)OC 11a'(S)-8,8'-(propane-1,3-diylbis(oxy))bis(7-methoxy-2-methylene-2,3-dihydro-1H-benzo[e]pyrrolo[1,2-a][1,4]diazepin-5(11aH)-one)